N1-(2-amino-4-methylphenyl)-2-aminobenzamide NC1=C(C=CC(=C1)C)NC(C1=C(C=CC=C1)N)=O